4-((3-(3,4-dichlorophenyl)-3-azabicyclo[3.1.0]hexane-6-yl)methoxy)-1H-1,2,3-triazole-5-carboxylic acid ClC=1C=C(C=CC1Cl)N1CC2C(C2C1)COC=1N=NNC1C(=O)O